C(C)(C)(C)C=1C=C(C=C(C1O)C(C)(C)C)CCC(=O)OCC(COC(CCC1=CC(=C(C(=C1)C(C)(C)C)O)C(C)(C)C)=O)(COC(CCC1=CC(=C(C(=C1)C(C)(C)C)O)C(C)(C)C)=O)COC(CCC1=CC(=C(C(=C1)C(C)(C)C)O)C(C)(C)C)=O pentaerythritol-tetra[3-(3,5-di-tert-butyl-4-hydroxylphenyl) propionate]